N'-(2-chloro-4-(3-(4-fluorophenoxy)oxetan-3-yl)-5-methylphenyl)-N-ethyl-N-methylformimidamide ClC1=C(C=C(C(=C1)C1(COC1)OC1=CC=C(C=C1)F)C)N=CN(C)CC